4-[2-(3,5-Difluoro-2-pyridyl)-4,5,6,7-tetrahydropyrazolo[1,5-a]pyridin-3-yl]-6-methyl-1H-pyrazolo[3,4-b]pyridine FC=1C(=NC=C(C1)F)C1=NN2C(CCCC2)=C1C1=C2C(=NC(=C1)C)NN=C2